methyl-(S)-5-nitro-4-((oxetan-2-ylmethyl)amino)thiophene CC=1SC(=C(C1)NC[C@H]1OCC1)[N+](=O)[O-]